(R)-N-(5-fluoroquinolin-6-yl)-7-(1-methyl-1H-pyrazol-4-yl)-5-(1-(pyrimidin-2-yl)ethoxy)quinazolin-4-amine FC1=C2C=CC=NC2=CC=C1NC1=NC=NC2=CC(=CC(=C12)O[C@H](C)C1=NC=CC=N1)C=1C=NN(C1)C